tert-butyl 3-(2-cyanophenyl)-1-(3,3-difluoroazetidin-1-yl)-1-oxopropan-2-ylcarbamate C(#N)C1=C(C=CC=C1)CC(C(=O)N1CC(C1)(F)F)NC(OC(C)(C)C)=O